(E)-1-(3,3-difluorocyclobutyl)-5-(2-(5-((2,4-dimethoxybenzyl)amino)-9-fluoro-7-methoxy-[1,2,4]triazolo[1,5-c]quinazolin-2-yl)vinyl)-4,5,6,7-tetrahydro-1H-benzo[d][1,2,3]triazol-5-ol FC1(CC(C1)N1N=NC2=C1CCC(C2)(O)\C=C\C2=NN1C(=NC=3C(=CC(=CC3C1=N2)F)OC)NCC2=C(C=C(C=C2)OC)OC)F